3,3-dimethylbenzo[c][1,2]oxaborol-1(3H)-ol CC1(C2=C(B(O1)O)C=CC=C2)C